1-[(2R,5S)-4-(2-{7,8-Dimethyl-[1,2,4]triazolo[1,5-a]pyridin-6-yl}-3-(propan-2-yl)-1H-pyrrolo[3,2-b]pyridin-5-yl)-2,5-dimethylpiperazin-1-yl]-3-(3,3-dimethylmorpholin-4-yl)propan-1-on CC1=C(C=2N(C=C1C1=C(C3=NC(=CC=C3N1)N1C[C@H](N(C[C@@H]1C)C(CCN1C(COCC1)(C)C)=O)C)C(C)C)N=CN2)C